(8-methoxy-2-methylimidazo[1,2-a]pyrazin-6-yl)boronic acid COC=1C=2N(C=C(N1)B(O)O)C=C(N2)C